ClC=1C=C(C=CC1)C1=NN(C=C1NC(=O)C=1C=NN2C1N=CC=C2)CCN(CC)CC N-(3-(3-chlorophenyl)-1-(2-(diethylamino)ethyl)-1H-pyrazol-4-yl)pyrazolo[1,5-a]pyrimidine-3-carboxamide